C1(CC1)C1=NC=NC(=C1C=1N=CC2=C(N1)C(=NN2COCC[Si](C)(C)C)CC2=CC=C(C=C2)C=2N(C=C(N2)C(F)(F)F)C)OC([2H])([2H])[2H] 5-(4-cyclopropyl-6-(methoxy-d3)pyrimidin-5-yl)-3-(4-(1-methyl-4-(trifluoromethyl)-1H-imidazol-2-yl)benzyl)-1-((2-(trimethylsilyl)ethoxy)methyl)-1H-pyrazolo[4,3-d]pyrimidine